C(#N)C=1C(=C(C(=O)NC2=CC=C3C=NN(C3=C2)C=2C=NN(C2)C2=NC=CC=N2)C=CC1)C(C)C 3-Cyano-2-isopropyl-N-(1-(1-(pyrimidin-2-yl)-1H-pyrazol-4-yl)-1H-indazol-6-yl)benzamide